COC([C@@H](CC1=CC=C(C=C1)F)N)=O (R)-2-amino-3-(4-fluorophenyl)propionic acid methyl ester